N-(3-bromo-5-methoxyphenyl)-6-(trifluoromethoxy)quinolin-4-amine BrC=1C=C(C=C(C1)OC)NC1=CC=NC2=CC=C(C=C12)OC(F)(F)F